C[C@]1(CO1)C=C The molecule is an epoxide carrying methyl and vinyl substituents at position 2 (the R-enantiomer). It is an epoxide and an olefinic compound.